acetic acid-6-bromo-3-(ethoxycarbonyl)-7-fluoronaphthalen-1-yl ester BrC=1C=C2C=C(C=C(C2=CC1F)OC(C)=O)C(=O)OCC